N-[(4-{8-oxatricyclo[7.4.0.02,7]trideca-1(13),2,4,6,9,11-hexaene-6-sulfonyl}phenyl)methyl]furo[2,3-c]pyridine-2-carboxamide C=12C3=CC=CC(=C3OC2=CC=CC1)S(=O)(=O)C1=CC=C(C=C1)CNC(=O)C1=CC=2C(=CN=CC2)O1